BrC=1SC(=CN1)C(=O)NC1=C2C=NN(C2=CC=C1C)C1OCCCC1 2-Bromo-N-(5-methyl-1-tetrahydropyran-2-yl-indazol-4-yl)thiazole-5-carboxamide